dibutyl-tin toluenedilaurate C(C1=CC=CC=C1)(CCCCCCCCCCCC(=O)[O-])CCCCCCCCCCCC(=O)[O-].C(CCC)[Sn+2]CCCC